4-((4-Hydroxy-2-methyl-8,9-dihydrofuro[2,3-H]quinazolin-6-yl)oxy)-1-iminotetrahydro-2H-thiopyran-1-oxide OC1=NC(=NC2=C3C(=C(C=C12)OC1CCS(CC1)(=N)=O)OCC3)C